1-(3-fluorophenyl)cyclohexaneamine FC=1C=C(C=CC1)C1(CCCCC1)N